((S)-6,8-dichloro-1-methyl-3,4-dihydroisoquinolin-2(1H)-yl)((3RS,4SR)-4-methylpiperidin-3-yl)methanone ClC=1C=C2CCN([C@H](C2=C(C1)Cl)C)C(=O)[C@H]1CNCC[C@@H]1C |&1:15,20|